ClC1=NC=C(C(=C1)C(C)=O)[N+](=O)[O-] 1-(2-chloro-5-nitropyridin-4-yl)ethan-1-one